C(CC)OC(C(C(=O)OCCC)[N+](=O)[O-])=O.NC1=NC=C(C2=C1C(=C(N2)C2=CC=C(C=C2)NC(C(=C)F)=O)C2=CC(=C(C(=O)NC1(CC1)C)C=C2)OC)C#N 4-(4-amino-7-cyano-2-(4-(2-fluoroacrylamido)phenyl)-1H-pyrrolo[3,2-c]pyridin-3-yl)-2-methoxy-N-(1-methylcyclopropyl)benzamide dipropyl-nitromalonate